COC(=O)C=1C=C2C(=CC=NC2=CC1)NC1=CC=C(C=C1)C(NC1=CC=C(C=C1)NC1=CC=NC=C1)=O 4-((4-((4-(pyridin-4-ylamino)phenyl)carbamoyl)phenyl)amino)quinoline-6-carboxylic acid methyl ester